2-{[(oxan-4-yl)methyl]amino}quinolin O1CCC(CC1)CNC1=NC2=CC=CC=C2C=C1